5-(3-bromophenyl)-2,2,5-trimethyl-6-(2-methylhydrazineyl)-6-oxohexyl 2,2,2-trifluoroacetate FC(C(=O)OCC(CCC(C(=O)NNC)(C)C1=CC(=CC=C1)Br)(C)C)(F)F